O=C1C(=NN(C=C1C1=CC=C(C=C1)C)C1CCOCC1)C(=O)O 4-oxo-1-(tetrahydro-2H-pyran-4-yl)-5-p-tolyl-1,4-dihydropyridazine-3-carboxylic acid